3-methyl-2-amino-5-chlorobenzoic acid methyl ester COC(C1=C(C(=CC(=C1)Cl)C)N)=O